ClC=1C=C2C(=C3C1NC(NC31CCCCC1)=O)OC(=N2)CN2CCOCC2 5-chloro-2-[(morpholin-4-yl)methyl]-7,8-dihydro-6H-spiro[[1,3]oxazolo[5,4-f]quinazoline-9,1'-cyclohexan]-7-one